ClC=1C=NC=C(C1[C@@H](C)OC=1C=C2C(=NNC2=CC1)C=1C=NC(=NC1)N1CCN(CCC1)C(=O)N)Cl 4-[5-[5-[(1R)-1-(3,5-Dichloro-4-pyridyl)ethoxy]-1H-indazol-3-yl]pyrimidin-2-yl]-1,4-diazepane-1-carboxamide